2-(3,6-diazabicyclo[3.1.1]hept-6-yl)-N-(1H-indazol-5-yl)-6,7-dihydro-5H-pyrrolo[3,4-d]pyrimidin-4-amine C12CNCC(N1C=1N=C(C3=C(N1)CNC3)NC=3C=C1C=NNC1=CC3)C2